[N-](S(=O)(=O)C(F)(F)F)S(=O)(=O)C(F)(F)F.C[N+]1(CCCCC1)CCC N-Methyl-N-propylpiperidinium bis(trifluoromethanesulfonyl)imide